5-((1R,3r,5S)-(3-((5-cyclopropyl-3-(2-(trifluoromethoxy)phenyl)isoxazol-4-yl)methoxy)-8-azabicyclo[3.2.1]octan-8-yl)-1,3,4-oxadiazol-2-yl)-3-fluorobenzoic acid C1(CC1)C1=C(C(=NO1)C1=C(C=CC=C1)OC(F)(F)F)COC1C[C@H]2CC[C@@H](C1)N2C2=NN=C(O2)C=2C=C(C=C(C(=O)O)C2)F